4-Aminobicyclo[2.1.1]hexane-1-carbonitrile Hydrochloric Acid Salt Cl.NC12CCC(C1)(C2)C#N